ClC1=C(C(=CC=C1)Cl)C(C)N1N=CC(=C1)C#C[Si](C)(C)C 1-(1-(2,6-dichlorophenyl)ethyl)-4-((trimethylsilyl)ethynyl)-1H-pyrazole